(5RS)-5-Methyl-2-(4-methylbenzyl)-3-oxo-2,3,5,6,7,8-hexahydro[1,2,4]triazolo[4,3-a]pyridine-5-carboxylic acid C[C@@]1(CCCC=2N1C(N(N2)CC2=CC=C(C=C2)C)=O)C(=O)O |r|